C(C(O)C)(=O)[O-] Lactat